1-(4-((3R,4S)-7-hydroxy-3-(4-(trifluoromethyl)phenyl)isochroman-4-yl)phenyl)piperidine-4-carbaldehyde OC1=CC=C2[C@@H]([C@@H](OCC2=C1)C1=CC=C(C=C1)C(F)(F)F)C1=CC=C(C=C1)N1CCC(CC1)C=O